[3-(Methoxycarbonyl)-4-oxotetrahydro-3-thienyl]lithium COC(=O)C1(CSCC1=O)[Li]